COC1=C(C=CC=C1N1CCCCC1)NC1=NC(=NC=C1C(=O)O)NC1=NC=CC=C1 4-(2-Methoxy-3-(piperidin-1-yl)phenylamino)-2-(pyridin-2-ylamino)pyrimidine-5-carboxylic acid